(+)-N-methyl-N-phenacyl-α,β-epoxy-β-phenylpropionamide CN(C(C1C(O1)C1=CC=CC=C1)=O)CC(=O)C1=CC=CC=C1